4-(naphthalen-1-yl)-6-(4-(oxetan-3-yl)piperazine-1-carbonyl)quinoline-2-carbaldehyde C1(=CC=CC2=CC=CC=C12)C1=CC(=NC2=CC=C(C=C12)C(=O)N1CCN(CC1)C1COC1)C=O